N-((R)-(2-((S)-1-amino-4,4,4-trifluoro-3,3-dimethylbutyl)-1H-benzo[d]imidazol-6-yl)(cyclopropyl)methyl)-4,4-difluorobutanamide N[C@@H](CC(C(F)(F)F)(C)C)C1=NC2=C(N1)C=C(C=C2)[C@H](NC(CCC(F)F)=O)C2CC2